C1(CC1)C(=O)NC1=NN2C(C=C(C=C2)C2=C3C=NNC3=CC(=C2)C(=O)NC(C)C2=C(C=CC=C2)OC(F)(F)F)=N1 4-(2-(cyclopropanecarboxamido)-[1,2,4]triazolo[1,5-a]pyridin-7-yl)-N-(1-(2-(trifluoromethoxy)phenyl)ethyl)-1H-indazole-6-carboxamide